aluminum (2,4-di-tert-butylphenoxy) phosphate P(=O)(OOC1=C(C=C(C=C1)C(C)(C)C)C(C)(C)C)([O-])[O-].[Al+3].C(C)(C)(C)C1=C(OOP(=O)([O-])[O-])C=CC(=C1)C(C)(C)C.C(C)(C)(C)C1=C(OOP(=O)([O-])[O-])C=CC(=C1)C(C)(C)C.[Al+3]